CS(=O)CCCN1N=CC=C1C(=O)O 2-(3-methylsulfinylpropyl)pyrazole-3-carboxylic acid